3-(1H-benzimidazol-2-yl)propan-1-amine N1C(=NC2=C1C=CC=C2)CCCN